1-[2-(Hydroxymethoxy)-4-(3-methylbutan-2-yloxy)phenyl]-3-[4-(3-methylbutan-2-yloxy)phenyl]prop-2-en-1-one OCOC1=C(C=CC(=C1)OC(C)C(C)C)C(C=CC1=CC=C(C=C1)OC(C)C(C)C)=O